BrC1=C2C=NN(C2=CC2=C1C(CC2)(O)C#CC)C2OCCCC2 4-bromo-5-(prop-1-yn-1-yl)-1-(tetrahydro-2H-pyran-2-yl)-1,5,6,7-tetrahydrocyclopenta[f]indazol-5-ol